COC1=C(C=CC=C1)[C@H](CN1C(N(C(C2=C1SC(=C2C)C=2OC=CN2)=O)C2C(CC2)(C(=O)O)C)=O)OC2CCOCC2 1-((R)-2-(2-methoxyphenyl)-2-((tetrahydro-2H-pyran-4-yl)oxy)ethyl)-5-methyl-6-(oxazol-2-yl)-2,4-dioxo-1,4-dihydrothieno[2,3-d]pyrimidin-3(2H)-yl-1-methylcyclobutanecarboxylic acid